BrC=1N(C(=CN1)CO)C (2-bromo-1-methyl-1H-imidazole-5-yl)methanol